CN(CCC[C@](Cl)(C1=CC=C(C=C1)F)C1=C(C=C(C#N)C=C1)CCl)C (S)-4-[4-dimethylamino-1-(4-fluorophenyl)-1-chlorobutyl]-3-chloromethylbenzonitrile